FC=1C=C2C(=C(NC2=CC1)C(=O)OCC)C=1N=NN(C1)CC1CCN(CC1)CCNS(=O)(=O)C1=CC=C(C=C1)C ethyl 5-fluoro-3-(1-((1-(2-((4-methylphenyl) sulfonamido) ethyl) piperidin-4-yl) methyl)-1H-1,2,3-triazol-4-yl)-1H-indole-2-carboxylate